FC1=CC=C(C=C1)C1(CC(C1)=O)C#N 1-(4-fluorophenyl)-3-oxocyclobutane-1-carbonitrile